1-(Chinolin-3-yl)ethan-1-on N1=CC(=CC2=CC=CC=C12)C(C)=O